C1(=CC=C(C=C1)N(C1=CC=C(C=C1)C=1C(=CC=2C(C3=CC=CC=C3C2C1)(C)C)N)C1=CC=C(C=C1)C1=CC=CC=C1)C1=CC=CC=C1 3-(4-(bis([1,1'-biphenyl]-4-yl)amino)phenyl)-9,9-dimethyl-9H-fluoren-2-amine